(S)-3-((S)-6-chloro-2,3,4,9-tetrahydro-1H-pyrido[3,4-b]indol-1-yl)propane-1,2-diol hydrochloride Cl.ClC=1C=C2C3=C(NC2=CC1)[C@@H](NCC3)C[C@@H](CO)O